3-Bromo-7-chloro-imidazo[1,2-a]pyridine BrC1=CN=C2N1C=CC(=C2)Cl